BrC=1C=C(C=CC1)[C@H](C(=O)N1CC2=C(CCC1)N=C(NC2=O)C2(CC2)C=2SC=C(C2)C2=CC=CC=C2)O (R)-6-(2-(3-bromophenyl)-2-hydroxyacetyl)-2-(1-(4-phenylthiophen-2-yl)cyclopropyl)-3,5,6,7,8,9-hexahydro-4H-pyrimido[5,4-c]azepin-4-one